4-amino-1-methyl-N-(5-methyl-2-oxo-oxazolidin-3-yl)-N-[[5-(trifluoromethyl)-2-pyridyl]methyl]pyrazolo[4,3-c]quinoline-8-carboxamide NC1=NC=2C=CC(=CC2C2=C1C=NN2C)C(=O)N(CC2=NC=C(C=C2)C(F)(F)F)N2C(OC(C2)C)=O